[OH-].[N+]12(CCC(CC1)CC2)CCCC[N+]21CCC(CC2)CC1.[OH-] tetramethylenebisquinuclidinium hydroxide